C(C)(C)(C)OC(=O)NCCCNCCCCCCCC(=O)OCCC(CCC)CCC 3-propylhexyl 8-((3-((tert-butoxycarbonyl)amino)propyl)amino)octanoate